9H-carbazole-3-carboxylate C1=CC(=CC=2C3=CC=CC=C3NC12)C(=O)[O-]